N[C@@H](CC1=CC=CC=C1)C(=O)O |r| racemic-phenylalanine